2-amino-1-(3-methoxy-2,6-dimethyl-phenyl)-5-(trifluoromethyl)pyrrolo[2,3-b]pyridine-3-carboxamide NC1=C(C=2C(=NC=C(C2)C(F)(F)F)N1C1=C(C(=CC=C1C)OC)C)C(=O)N